O=C1NC(CCC1N1C(C2=CC=C(C=C2C1=O)NCCOCCN1CCN(CC1)C1CCN(CC1)C(=O)OCCCC)=O)=O butyl 4-(4-(2-(2-((2-(2,6-dioxopiperidin-3-yl)-1,3-dioxoisoindolin-5-yl)amino)ethoxy)ethyl)piperazin-1-yl)piperidine-1-carboxylate